2-(5-methyl-1H-1,2,4-triazol-3-yl)aniline CC1=NC(=NN1)C1=C(N)C=CC=C1